C12CCCC2N(C1)CC#CC1=NC=CC(=C1)N1C2CN(CC1CC2)C2=C(N=NC(=C2)C2=C(C=CC=C2)OCOC)N 4-(8-(2-(3-(6-azabicyclo[3.2.0]heptan-6-yl)prop-1-yn-1-yl)pyridin-4-yl)-3,8-diazabicyclo[3.2.1]octan-3-yl)-6-(2-(methoxymethoxy)phenyl)pyridazin-3-amine